C(C)(C)C=1C(=CSC1)OB(O)O (4-isopropylthiophen-3-yl)boric acid